5-amino-2,6-dichloropyrimidine-4-carboxylic acid ethyl ester C(C)OC(=O)C1=NC(=NC(=C1N)Cl)Cl